Lithium trifluoromethane sulfate S(=O)(=O)([O-])[O-].FC(F)F.[Li+].[Li+]